tert-butyl N-cyclobutyl-N-[2-({2-[6-(methoxymethoxy)-2,7-dimethylindazol-5-yl]quinoxalin-6-yl}amino)ethyl]carbamate C1(CCC1)N(C(OC(C)(C)C)=O)CCNC=1C=C2N=CC(=NC2=CC1)C1=CC2=CN(N=C2C(=C1OCOC)C)C